CN(C)CC=1C=C(OC(CCNC)C=2SC=CC2)C=CC1 3-(3-((dimethylamino)methyl)phenoxy)-N-methyl-3-(thiophen-2-yl)propan-1-amine